C(C)N(CC)C(N(CC)CC)C=C[SiH3] Bis(diethylamino)Methylvinylsilane